C1(CCCCC1)C(COCC)(COC)CCC(CCC(C)C)(CCC(C)C)F 2-cyclohexyl-2-(3-fluoro-3-isopentyl-6-methylheptyl)-1-ethoxy-3-methoxypropane